2,6-difluoro-N-isobutyl-N-[3-[methyl-[[1-(2-trimethylsilylethoxymethyl)imidazol-4-yl]methyl]amino]phenyl]benzamide FC1=C(C(=O)N(C2=CC(=CC=C2)N(CC=2N=CN(C2)COCC[Si](C)(C)C)C)CC(C)C)C(=CC=C1)F